N1=CC=C(C=C1)NC=1C=C(C=NC1)C1=CC2=C(NC(O2)=O)C=C1 6-(5-(Pyridin-4-ylamino)pyridin-3-yl)benzo[d]oxazol-2(3H)-one